6-(cyclopropanecarboxamido)-N-(methyl-d3)-4-((5-methyl-1-oxo-1,2,3,3a,4,5-hexahydropyrrolo[1,2-a]quinoxalin-6-yl)amino)nicotinamide C1(CC1)C(=O)NC1=NC=C(C(=O)NC([2H])([2H])[2H])C(=C1)NC1=C2N(CC3N(C2=CC=C1)C(CC3)=O)C